C(C)(C)(C)C1=C(C(=CC(=C1)C)C)O 4-tert-butyl-3-hydroxy-2,6-xylene